10-(6-(7-carboxyheptyl)-2,3-dihexylcyclohexyl)decanoic acid C(=O)(O)CCCCCCCC1CCC(C(C1CCCCCCCCCC(=O)O)CCCCCC)CCCCCC